2-((S)-1-propenoyl-4-(7-(8-chloronaphthalen-1-yl)-2-(1-((S)-1-methylpyrrolidin-2-yl)cyclopropoxy)-5,6,7,8-tetrahydropyrido[3,4-d]pyrimidin-4-yl)piperazin-2-yl)acetonitrile C(C=C)(=O)N1[C@H](CN(CC1)C=1C2=C(N=C(N1)OC1(CC1)[C@H]1N(CCC1)C)CN(CC2)C2=CC=CC1=CC=CC(=C21)Cl)CC#N